5-(3-(2,2-Difluoroethyl)-2-methyl-3H-imidazo[4,5-b]pyridin-5-yl)-N-(cis-4-((3-fluoroazetidin-1-yl)methyl)cyclohexyl)pyrrolo[2,1-f][1,2,4]triazin-2-amine FC(CN1C(=NC=2C1=NC(=CC2)C=2C=CN1N=C(N=CC12)N[C@@H]1CC[C@@H](CC1)CN1CC(C1)F)C)F